NC1=NN=C(S1)OCC1=CC=C(C=N1)C(C)(C)O 2-(6-(((5-amino-1,3,4-thiadiazol-2-yl)oxy)methyl)pyridin-3-yl)propan-2-ol